OC=1C=C(C=CC1O)CCCCCCC 7-(3,4-dihydroxyphenyl)heptane